2-(8-(2-chloro-3'-(7-chloro-5-(hydroxymethyl)benzo[d]oxazol-2-yl)-2'-methylbiphenyl-3-ylamino)-1,7-naphthyridin-3-yl)pyrrolidine-1-carboxylic acid tert-butyl ester C(C)(C)(C)OC(=O)N1C(CCC1)C=1C=NC2=C(N=CC=C2C1)NC=1C(=C(C=CC1)C1=C(C(=CC=C1)C=1OC2=C(N1)C=C(C=C2Cl)CO)C)Cl